C(C)OC(NC1=C(C=C(C=C1)N(C)CC1=CC=C(C=C1)C(C)(C)C)Cl)=O {4-[(4-tert-Butyl-benzyl)-(methyl)amino]-2-chlorophenyl}-carbamic acid ethyl ester